CCCCCCCCCCCCCC(=O)OC[C@H](COP(=O)(O)OC[C@H](CO)O)OC(=O)CCCCCCCCCCCC 1-tetradecanoyl-2-tridecanoyl-glycero-3-phospho-(1'-sn-glycerol)